C1(CC1)C1=C(C(=NO1)C1=C(C=CC=C1)OC(F)(F)F)COC12CCC(CC1)(CC2)C=2SC1=C(N2)C(=CC=C1)F 2-(4-((5-Cyclopropyl-3-(2-(trifluoromethoxy)phenyl)isoxazol-4-yl)methoxy)bicyclo[2.2.2]octan-1-yl)-4-fluorobenzo[d]thiazol